3-(2-(dimethylamino)ethyl)-6-fluoro-1-isopropyl-1H-indol-4-ol CN(CCC1=CN(C=2C=C(C=C(C12)O)F)C(C)C)C